ClC=1C=CC2=C(CC(CC(N2)=S)NC(OC(C)(C)C)=O)C1 Tert-butyl (7-chloro-2-thioxo-2,3,4,5-tetrahydro-1H-1-benzazepin-4-yl)carbamate